2-[6-amino-5-[8-[2-[4-(1-piperidyl)but-1-ynyl]-4-pyridyl]-3,8-diazabicyclo[3.2.1]octan-3-yl]pyridazin-3-yl]phenol NC1=C(C=C(N=N1)C1=C(C=CC=C1)O)N1CC2CCC(C1)N2C2=CC(=NC=C2)C#CCCN2CCCCC2